C(/C1=CC=CC=C1)=C(\C=C\C(=O)OC)/CCC methyl (2E,4E)-4-benzyliden-2-heptenoate